N-[4-[[1-(aminomethyl)cyclopropyl]carbamoyl]-3-chloro-phenyl]-5-[1-(5-amino-2-pyridyl)-3-(trifluoromethyl)pyrazol-4-yl]-1-methyl-imidazole-2-carboxamide NCC1(CC1)NC(=O)C1=C(C=C(C=C1)NC(=O)C=1N(C(=CN1)C=1C(=NN(C1)C1=NC=C(C=C1)N)C(F)(F)F)C)Cl